N[C@H](C)C=1C=C(C=C2C(C(=C(OC12)C=1C=NC=C(C1)F)C)=O)C 8-[(1R)-1-Aminoethyl]-2-(5-fluoro-3-pyridyl)-3,6-dimethyl-chromen-4-one